O1CCN(CC1)C1=CC=C(C=C1)NC=1SC=CC1 2-(4-morpholinophenylamino)thiophene